C1=CC2=C(C(=C1)C=O)C(=CC=C2)C(=O)O 1,8-NAPHTHALALDEHYDIC ACID